ClC1=NC=C(C=C1C(C)Cl)C(F)(F)F 2-chloro-3-(1-chloroethyl)-5-(trifluoromethyl)pyridine